7-(methylthio)-1H-benzo[d]imidazole CSC1=CC=CC2=C1NC=N2